C(C)(C)(C)OC(NC1(CC1)COC1=C(C2=C(C=N1)CC(C2)C=O)Cl)=O N-[1-[(4-chloro-6-formyl-6,7-dihydro-5H-cyclopenta[c]pyridin-3-yl)oxymethyl]cyclopropyl]carbamic acid tert-butyl ester